C(CC)[NH2+]CC propyl-ethyl-ammonium